CC1=CC=CC(=N1)N1N=CC(=C1)CC(=O)O [1-(6-methylpyridin-2-yl)pyrazol-4-yl]acetic acid